BrC1=C(C(=CC(=C1)F)[N+](=O)[O-])OC 1-bromo-5-fluoro-2-methoxy-3-nitrobenzene